C(CCCCCCCCCCCCCCC)OC([C@]1(N(CCC1)C(CCCCCCCCCCCCCCC)=O)O)=O N-palmitoyl-hydroxyl-proline cetyl ester